COC(CN1CCN(CC1)CCOCCOCC(=O)O)=O 2-(2-(2-(4-(2-Methoxy-2-oxoethyl)piperazin-1-yl)ethoxy)ethoxy)acetic acid